4-methoxy-5-(quinoxalin-6-yl)-N-(2-oxaspiro[3.5]nonan-7-yl)-7H-pyrrolo[2,3-d]pyrimidin-2-amine COC=1C2=C(N=C(N1)NC1CCC3(COC3)CC1)NC=C2C=2C=C1N=CC=NC1=CC2